C=C(C)[C@@H]1C[C@H](CCC1)O trans-3-(prop-1-en-2-yl)cyclohexan-1-ol